CC1CCN(CC1)S(=O)(=O)C(C)C1=CC=2NC3=CC=CC=C3SC2C=C1 2-(1-((4-methylpiperidin-1-yl)sulfonyl)ethyl)-10H-phenothiazine